4-(3H-benzo[e]indole-2-carbonyl)-benzoic acid methyl ester COC(C1=CC=C(C=C1)C(=O)C=1NC=2C=CC3=C(C2C1)C=CC=C3)=O